1-(3-{5-[3-(4-Methyl-piperazin-1-ylmethyl)-phenyl]-1H-pyrrolo[2,3-b]pyridin-3-yl}-phenyl)-3-phenyl-urea CN1CCN(CC1)CC=1C=C(C=CC1)C=1C=C2C(=NC1)NC=C2C=2C=C(C=CC2)NC(=O)NC2=CC=CC=C2